C(C)(C)(C)C1C(N(CCN(CCN(CCN1CC(=O)O)CC(=O)O)CC(=O)O)CC(=O)O)(C(C)(C)C)C(C)(C)C Tritert-butyl-1,4,7,10-tetraazacyclododecane-1,4,7,10-tetraacetic acid